2-(6-(((1R,3S,4S,5R)-7,7-difluoro-4-methoxy-1-methyl-8-azabicyclo[3.2.1]octan-3-yl)(methyl)amino)-1,2,4-triazin-3-yl)-5-(1H-imidazol-1-yl)phenol FC1(C[C@@H]2[C@@H]([C@H](C[C@]1(N2)C)N(C2=CN=C(N=N2)C2=C(C=C(C=C2)N2C=NC=C2)O)C)OC)F